FC1=C(C(=CC=C1C(=O)C1=NNC2=NC=C(C=C21)C2=CC=C(C=C2)O)F)NS(=O)(=O)CCC N-(2,6-difluoro-3-(5-(4-hydroxyphenyl)-1H-pyrazolo[3,4-b]pyridine-3-carbonyl)phenyl)propane-1-sulfonamide